C(C)(C)(C)OC(=O)NCCCOC1=CC=C(C=C1)C(C)(C)C1=CC=C(OCC=2OC=C(N2)C(=O)OC)C=C1 methyl 2-((4-(2-(4-(3-((tert-butoxy carbonyl)amino) propoxy)phenyl)propan-2-yl)phenoxy)methyl)oxazol-4-carboxylate